ClC=1C=CC2=C(C=C(S2)C(=O)NC(C(=O)O)\C=C\C(C)(C)C)C1 (E)-2-(5-chloro-1-benzothien-2-ylcarbonylamino)-5,5-dimethyl-3-hexenoic acid